C(C1=CC=CC=C1)N1CCNC(C(C1)O)CC(C)C 1-benzyl-5-(2-methylpropyl)-1,4-diazepan-6-ol